1-methyl-5-(propan-2-yl)-1H-pyrazole-3-carboxylic acid CN1N=C(C=C1C(C)C)C(=O)O